tert-Butyl 4-(6-(2-((tert-butyldiphenylsilyl)oxy)-6-fluorophenyl)-4,7-dichlorophthalazin-1-yl)piperazine-1-carboxylate [Si](C1=CC=CC=C1)(C1=CC=CC=C1)(C(C)(C)C)OC1=C(C(=CC=C1)F)C=1C=C2C(=NN=C(C2=CC1Cl)N1CCN(CC1)C(=O)OC(C)(C)C)Cl